C(C)OC(CCN(C(C)=O)CCCC)=O 3-(N-n-butyl-N-acetylamino)propionic acid ethyl ester